BrC1=CC=C(C2=CC=CC=C12)C(C)NC(=O)C=1C=C(C=CC1C)NC(OC(C)(C)C)=O tert-butyl N-[3-[1-(4-bromo-1-naphthyl)ethylcarbamoyl]-4-methyl-phenyl]carbamate